C(CCCCCCC)[C@H]1[C@H](C1)CCCCCCCC(CCN)CCCCCCCCC 3-{7-[(1S,2R)-2-octylcyclopropyl]heptyl}dodecan-1-amine